methyl 2-((6-aminopyridin-3-yl)oxy)-6-bromobenzoate NC1=CC=C(C=N1)OC1=C(C(=O)OC)C(=CC=C1)Br